((5-Cyano-1H-pyrazol-3-yl)methyl)-3-(6-(difluoromethyl)-5-fluoropyridin-2-yl)-1-(2-methoxypyrimidin-5-yl)urea C(#N)C1=CC(=NN1)CN(C(=O)NC1=NC(=C(C=C1)F)C(F)F)C=1C=NC(=NC1)OC